3-Bromo-4,6-difluoro-1-benzothiophene-2-carboxylic acid ethyl ester C(C)OC(=O)C=1SC2=C(C1Br)C(=CC(=C2)F)F